2,5-Dimethyl-1,6-hexandiamin CC(CN)CCC(CN)C